CN(CCN1CCN(CC1)C)C 1-(2-(dimethylamino)ethyl)-4-methylpiperazine